rel-N-[(3S,4R)-4-({[(1S,4S)-4-ethylcyclohexyl]oxy}methyl)-7-methyl-6-oxo-1,3,4,6-tetrahydro-2H-quinolizin-3-yl]methanesulfonamide C(C)C1CCC(CC1)OC[C@H]1[C@H](CCC2=CC=C(C(N12)=O)C)NS(=O)(=O)C |o1:10,11|